(formylaminomethyl)pyrimidine C(=O)NCC1=NC=CC=N1